N1(CC=CC=2C1=NN1C2CN(CCC1)C(=O)OC(C)(C)C)C(=O)OC(C)(C)C di-tert-butyl 5,7,8,9-tetrahydro-1H-pyrido[2',3':3,4]pyrazolo[1,5-a][1,4]diazepine-1,6(2H)-dicarboxylate